[C@@H]1([C@@H](O)[C@H](O)[C@H](O)CO1)OC[C@@H]1[C@H]([C@@H]([C@H]([C@@H](O1)OC=1C=C(C=2C(C=C(OC2C1)C1=CC(O)=C(O)C=C1)=O)O)O)O)O 7-O-[beta-D-arabinopyranosyl-(1->6)-beta-D-glucosyl]luteolin